FC=1C(=C(C=C(C1)C(C)C)[C@H](C(=O)O)N1C[C@@H](CC1)OCCCCCC1=NC=2NCCCC2C=C1)OC (R)-2-(3-fluoro-5-isopropyl-2-methoxyphenyl)-2-((R)-3-((5-(5,6,7,8-tetrahydro-1,8-naphthyridin-2-yl)pentyl)oxy)pyrrolidin-1-yl)acetic acid